COCCOC=1C=C(OC2=CC=C(C=N2)C(=O)N[C@H](C(=O)OC)CCC(C)(C)C)C=CC1 methyl (2S)-2-[[6-[3-(2-methoxyethoxy)phenoxy]pyridine-3-carbonyl]amino]-5,5-dimethyl-hexanoate